2-(2-naphthoxy)ethanol C1=C(C=CC2=CC=CC=C12)OCCO